methyl 6-methyl-2-(pyrimidin-4-yl)nicotinate CC1=NC(=C(C(=O)OC)C=C1)C1=NC=NC=C1